Ethyl 3-methyl-butyrate dihydrochloride Cl.Cl.CC(CC(=O)OCC)C